5-(2-((3-aminophenyl)sulfonyl)-6-(difluoromethyl)pyrimidin-4-yl)-1-(3,4-dimethoxybenzyl)pyridin-2(1H)-one NC=1C=C(C=CC1)S(=O)(=O)C1=NC(=CC(=N1)C=1C=CC(N(C1)CC1=CC(=C(C=C1)OC)OC)=O)C(F)F